ethyl 5-(2-amino-4-methoxyphenyl)-2-(4-(difluoromethoxy)benzyl)-1-methyl-1H-imidazole-4-carboxylate NC1=C(C=CC(=C1)OC)C1=C(N=C(N1C)CC1=CC=C(C=C1)OC(F)F)C(=O)OCC